COC=1C=C(C=C(C1OC)OC)NC(=O)C=1C2=C(SC1)CCCC2 N-(3,4,5-trimethoxyphenyl)-4,5,6,7-tetrahydrobenzo[b]thiophene-3-carboxamide